C(C)C(=O)CC diethylketone